1-(difluoromethyl)-N-(4-(2,5-difluorophenyl)-2-(5,5-difluorotetrahydro-2H-pyran-2-yl)pyridin-3-yl)-1H-pyrazole-4-carboxamide FC(N1N=CC(=C1)C(=O)NC=1C(=NC=CC1C1=C(C=CC(=C1)F)F)C1OCC(CC1)(F)F)F